4-bromo-6-chloro-3-(difluoromethoxy)pyridine BrC1=C(C=NC(=C1)Cl)OC(F)F